N-(4-(((1-(6-ethylpyrimidin-4-yl)piperidin-4-yl)amino)methyl)-3-(trifluoromethyl)phenyl)-3-(imidazo[1,2-b]pyridazin-3-ylethynyl)-4-methylbenzamide C(C)C1=CC(=NC=N1)N1CCC(CC1)NCC1=C(C=C(C=C1)NC(C1=CC(=C(C=C1)C)C#CC1=CN=C2N1N=CC=C2)=O)C(F)(F)F